N1(CCC1)CC1=CC=C(S1)C=1C=C(C=CC1)[C@@H](C)NC(C1=C(C=CC(=C1)NC1CNC1)C)=O (R)-N-(1-(3-(5-(azetidin-1-ylmethyl)thiophen-2-yl)phenyl)ethyl)-5-(azetidin-3-ylamino)-2-methylbenzamide